N2-(4-ethoxy-3-(3-(pyrrolidin-1-yl)propoxy)phenyl)-N4-methylpyrimidine-2,4-diamine C(C)OC1=C(C=C(C=C1)NC1=NC=CC(=N1)NC)OCCCN1CCCC1